Isopropyl α-(n-butoxycarbonyl)oxyisobutyrate C(CCC)OC(=O)OC(C(=O)OC(C)C)(C)C